(2RS)-4,4-difluoro-2-(4-fluorophenyl)-N-{4-[7-(pyridin-2-yl)-5H-pyrrolo[3,2-c]pyridazin-6-yl]pyridin-2-yl}butanamide FC(C[C@@H](C(=O)NC1=NC=CC(=C1)C1=C(C=2N=NC=CC2N1)C1=NC=CC=C1)C1=CC=C(C=C1)F)F |r|